TETRALINOLEATE C1(CCCC2=CC=CC=C12)CCCCCCCC\C=C/CCCCCCCC(=O)[O-]